C(O[C@@H]1[C@](O[C@H](C1)N1C=CC2=C1N=C(N=C2N)Cl)(CO)C#C)(OCC2=CC=CC=C2)=O (2R,3S,5R)-5-(4-amino-2-chloro-7H-pyrrolo[2,3-d]pyrimidin-7-yl)-2-ethynyl-2-(hydroxymethyl)tetrahydrofuran-3-yl benzyl carbonate